B(C1=CN(C2=CC=CC=C12)S(=O)(=O)C3=CC=C(C=C3)C)(O)O N-(P-TOLUENESULFONYL)INDOLE-3-BORONIC ACID